3-(3-bromophenoxy)-N-[2-(2,4-dimethylphenyl)-2,2-difluoro-ethyl]-6-methyl-pyridazine-4-carboxamide BrC=1C=C(OC=2N=NC(=CC2C(=O)NCC(F)(F)C2=C(C=C(C=C2)C)C)C)C=CC1